CC1(C=2C=C(C=CC2C=2C3=C(C=CC12)C=CC=C3)NC3=CC=C(C=C3)C3=CC(=CC=C3)C)C 7,7-dimethyl-N-(3'-methyl-[1,1'-biphenyl]-4-yl)-7H-benzo[c]fluoren-9-amine